ClC=1C=C(C2=C(CCOC2C(=O)OCC)C1)CCC(=O)O 3-[6-Chloro-1-(ethoxycarbonyl)-3,4-dihydro-1H-2-benzopyran-8-yl]propanoic acid